COC1CC(C1)OC1=CC(=NC=N1)O[C@@H]1C[C@@H](N(C1)CC1=CN=C(S1)NC(C)=O)C N-(5-(((2S,4R)-4-((6-((1S,3S)-3-methoxycyclobutoxy)pyrimidin-4-yl)oxy)-2-methylpyrrolidin-1-yl)methyl)thiazol-2-yl)acetamide